[Eu+3].NC1=C2C=CC=NC2=C2N=CC=CC2=C1 mono(5-amino-1,10-phenanthroline) europium (III)